C(C)(C)(C)OC(=O)N1C[C@H](CC1)N1N=C2C=CC(=CC2=C1CO)Br (S)-3-(5-bromo-3-(hydroxymethyl)-2H-indazol-2-yl)pyrrolidine-1-carboxylic acid tert-butyl ester